C(C)(C)C1=CC=C(C=C1)C1=CC(=NC(=C1)C1=CC=C(C=C1)N)C1=CC=C(C=C1)N 4-[4'-(isopropyl)phenyl]-2,6-bis(4-aminophenyl)pyridine